(4R)-4-benzyl-3-[2-(2-chlorophenyl)acetyl]-1,3-oxazolidin-2-one C(C1=CC=CC=C1)[C@H]1N(C(OC1)=O)C(CC1=C(C=CC=C1)Cl)=O